(4-nitrobenzyl)spiro[benzo[d][1,3]oxazine-4,4'-piperidin]-2(1H)-one [N+](=O)([O-])C1=CC=C(CN2CCC3(CC2)C2=C(NC(O3)=O)C=CC=C2)C=C1